C(C(=C)C)(=O)OCCC[Si](OC)(C)C γ-methacryloyloxypropyldimethyl-methoxysilane